(1r,3r)-3-(3-(6-((2-(hydroxymethyl)-1,4-oxazepan-4-yl)methyl)-1-oxo-4-(trifluoromethyl)isoindolin-2-yl)phenyl)-3-((4-methyl-4H-1,2,4-triazol-3-yl)methyl)cyclobutane-1-carbonitrile OCC1OCCCN(C1)CC1=CC(=C2CN(C(C2=C1)=O)C=1C=C(C=CC1)C1(CC(C1)C#N)CC1=NN=CN1C)C(F)(F)F